ClC1=NC=C2C=C(N=C(C2=C1)NCC1CC1)C1=C(C(=CC(=C1Cl)OC)OC)Cl 7-chloro-N-(cyclopropylmethyl)-3-(2,6-dichloro-3,5-dimethoxyphenyl)-2,6-naphthyridine-1-amine